(E)-3-(4-hydroxystyryl)quinolin-2(1H)-one OC1=CC=C(/C=C/C=2C(NC3=CC=CC=C3C2)=O)C=C1